[OH3+].[I+] iodine-oxonium salt